(7-Chloro-1H-benzo[d]imidazol-2-yl)(6-methyl-3-(trifluoromethyl)-5,6-dihydroimidazo[1,5-a]pyrazin-7(8H)-yl)methanone ClC1=CC=CC2=C1NC(=N2)C(=O)N2CC=1N(CC2C)C(=NC1)C(F)(F)F